3-({[(4R)-7-[(4-Cyclopropoxyphenyl)(methyl)amino]-3,4-dihydro-2H-1-benzopyran-4-yl]methyl}amino)pyridine-4-carboxylic acid methyl ester COC(=O)C1=C(C=NC=C1)NC[C@@H]1CCOC2=C1C=CC(=C2)N(C)C2=CC=C(C=C2)OC2CC2